O1CCC(CC1)N1N=CC(=C1)O (tetrahydro-2H-pyran-4-yl)-1H-pyrazol-4-ol